(S)-5-(5-(3-methylpiperidine-1-carbonyl)-1H-pyrrolo[2,3-b]pyridin-1-yl)picolinonitrile C[C@@H]1CN(CCC1)C(=O)C=1C=C2C(=NC1)N(C=C2)C=2C=CC(=NC2)C#N